C(#N)CCNCC1(CN(C1)S(=O)(=O)C1=C(C=C(C=C1)Cl)Cl)COC1=CC(=C(C#N)C=C1)F 4-((3-(((2-Cyanoethyl)amino)methyl)-1-((2,4-dichlorophenyl)sulfonyl)azetidin-3-yl)methoxy)-2-fluorobenzonitrile